4,7-dihydrothieno[2,3-b]pyridin-6(5H)-one S1C=CC2=C1NC(CC2)=O